(trans)-2-((2-((3-(((tert-butyldimethylsilyl)oxy)methyl)-5-chloro-4-(5,5-dimethyl-1,3,2-dioxaborinan-2-yl)phenyl)amino)-5-chloropyrimidin-4-yl)amino)cyclohexane-1-carbonitrile [Si](C)(C)(C(C)(C)C)OCC=1C=C(C=C(C1B1OCC(CO1)(C)C)Cl)NC1=NC=C(C(=N1)N[C@H]1[C@@H](CCCC1)C#N)Cl